(S)-1'-(2-(1H-pyrazol-3-yl)acetyl)-5,6-dichlorospiro[indoline-3,3'-pyrrolidin]-2-one N1N=C(C=C1)CC(=O)N1C[C@@]2(CC1)C(NC1=CC(=C(C=C12)Cl)Cl)=O